1-(2-chloro-4,6-difluorophenyl)-7-[(3R,4R)-3,4-dihydroxypyrrolidin-1-yl]-6-fluoro-4-oxo-N-[(2S)-1,1,1-trifluoropropan-2-yl]-1,4-dihydro-1,8-naphthyridine-3-carboxamide ClC1=C(C(=CC(=C1)F)F)N1C=C(C(C2=CC(=C(N=C12)N1C[C@H]([C@@H](C1)O)O)F)=O)C(=O)N[C@H](C(F)(F)F)C